ClC(C(=O)C1=C(C=CC(=C1)F)F)Cl 2,2-dichloro-(2',5'-difluorophenyl)ethanone